5-[(4S,9aR)-8-[6-[(3R,4R)-3-amino-4-methoxy-pyrrolidin-1-yl]-3-pyridyl]-4-methyl-3,4,6,7,9,9a-hexahydro-1H-pyrazino[1,2-a]pyrazin-2-yl]-2-deuterio-quinoline-8-carbonitrile N[C@@H]1CN(C[C@H]1OC)C1=CC=C(C=N1)N1C[C@@H]2N([C@H](CN(C2)C2=C3C=CC(=NC3=C(C=C2)C#N)[2H])C)CC1